ClC1=NC(=CC=C1C=1C=NN(C1)C1OCCCC1)Cl 2,6-dichloro-3-[1-(oxan-2-yl)pyrazol-4-yl]Pyridine